COC(C1=NC=C(C=C1N)CN1CCN(CC1)C=1C=NC(=CC1)C(NC)=O)=O 3-amino-5-((4-(6-(methylcarbamoyl)pyridin-3-yl)piperazine-1-yl)methyl)picolinic acid methyl ester